2-(4-((1S,6S,7R)-3-azabicyclo[4.1.0]heptan-7-yl)phenyl)-6-((2-fluoro-4-(trifluoromethyl)phenyl)carbamoyl)cyclohexane-1-carboxylic acid [C@@H]12CNCC[C@H]2[C@H]1C1=CC=C(C=C1)C1C(C(CCC1)C(NC1=C(C=C(C=C1)C(F)(F)F)F)=O)C(=O)O